(tert-butoxycarbonyl)-L-phenylalanyl-L-valine 4-nitrophenyl ester [N+](=O)([O-])C1=CC=C(C=C1)OC([C@@H](NC([C@@H](NC(=O)OC(C)(C)C)CC1=CC=CC=C1)=O)C(C)C)=O